FC1=C(C(=CC(=C1)C1=NC=CC(=N1)OC1=CC(=CC=C1)C(F)(F)F)F)N1CCC(CC1)CC(=O)O 2-[1-[2,6-difluoro-4-[4-[3-(trifluoromethyl)phenoxy]pyrimidin-2-yl]phenyl]-4-piperidinyl]acetic acid